4-(2-(diethylamino)ethoxy)-3-methoxy-benzamide C(C)N(CCOC1=C(C=C(C(=O)N)C=C1)OC)CC